ClC1=CC=C2N=C(C=NC2=C1C(=O)O)C(=O)O 7-chloroquinoxaline-3,8-dicarboxylic acid